COC(C)C1=CC(=NN1C1=CC=C(C=C1)OC(F)(F)F)N1CCN(CC1)C(=O)OC(C)(C)C tert-butyl 4-[5-(1-methoxyethyl)-1-[4-(trifluoromethoxy)phenyl]pyrazol-3-yl]piperazine-1-carboxylate